O1C(COCC1)COC1=NC(N2C(C3=CC=C(C=C3CC2)C2=C(C#N)C=CC=C2)=C1)=O 2-[2-([1,4]Dioxan-2-ylmethoxy)-4-oxo-6,7-dihydro-4H-pyrimido[6,1-a]isoquinolin-9-yl]-benzonitrile